Serinolate N[C@@H](CO)C[O-]